O=C(C(=O)OCC([C@H](C[C@H]1C(NCCC1)=O)NC([C@@H](NC(=O)C=1NC2=C(C=C(C=C2C1)F)F)CC1CC1)=O)=O)C1=CC=CC=C1 (3S)-3-{[3-cyclopropyl-N-(5,7-difluoro-1H-indole-2-carbonyl)-L-alanyl]amino}-2-oxo-4-[(3S)-2-oxopiperidin-3-yl]butyl oxo(phenyl)acetate